C(C)OC(=O)[C@H]1C([C@@H]1C1=CC=C(C=C1)S(N)(=O)=O)(C)C (1R,3R)-2,2-dimethyl-3-(4-sulfamoylphenyl)cyclopropanecarboxylic acid ethyl ester